FC(I1OC(C2=C1C=CC=C2)=O)(F)F 1-(trifluoromethyl)-1λ3,2-benziodoxol-3-one